N1CC(C1)C(=O)N1C[C@H](CC1)N1N=CC(=C1)C=1C=C(C=2N(C1)N=CC2C#N)OC (S)-6-(1-(1-(azetidine-3-carbonyl)pyrrolidin-3-yl)-1H-pyrazol-4-yl)-4-methoxypyrazolo[1,5-a]pyridine-3-carbonitrile